hexahydro-1,6-naphthyridine C1CC2CN=CC=C2NC1